pyrazolo[5,4-d]-1,2,3-thiadiazole S1NN=C2C1=CN=N2